O1C(=CC2=C1C=CC=C2)CN2C=CC1=CC=CC(=C21)C(=O)O 1-(benzofuran-2-ylmethyl)-1H-indole-7-carboxylic acid